BrC1=C(OC=2C(=NC=CC2)O[C@H](C(=O)OC)OC)C=C(C(=C1)F)N1C(N(C(=CC1=O)C(F)(F)F)C)=O methyl (2R)-2-[[3-[2-bromo-4-fluoro-5-[3-methyl-2,6-dioxo-4-(trifluoromethyl)pyrimidin-1-yl]phenoxy]-2-pyridyl]oxy]-2-methoxy-acetate